C(O[C@@H]1[C@H](O[C@H]([C@H]1F)N1C=C(C2=C1N=CN=C2N)I)CO)(SC2CCCC2)=O O-((2R,3R,4S,5R)-5-(4-Amino-5-iodo-7H-pyrrolo[2,3-d]pyrimidin-7-yl)-4-fluoro-2-(hydroxy-methyl)tetrahydro-furan-3-yl) S-cyclopentyl carbonothioate